C(C)(C)(C)[C@H]1CN(CC2N1C1=C(OC2)C=C2C(OCC2=C1)=O)C(=O)OC(C1=CC=CC=C1)C1=C(C=CC=C1)N (2-aminophenyl)(phenyl)methanol tert-butyl-(S)-8-oxo-1,2,4a,5,8,10-hexahydroisobenzofuro[5,6-b]pyrazino[1,2-d][1,4]oxazine-3(4H)-carboxylate